3,4-dimethylbenzenesulfonyl chloride CC=1C=C(C=CC1C)S(=O)(=O)Cl